4-(2,6-Dichloropyridin-4-yl)-N-[(4S)-3,4-dihydro-2H-chromen-4-yl]-1-(propan-2-yl)-1H-indole-2-carboxamide ClC1=NC(=CC(=C1)C1=C2C=C(N(C2=CC=C1)C(C)C)C(=O)N[C@H]1CCOC2=CC=CC=C12)Cl